8-methylene-1,4-dioxaspiro[4.5]decane Potassium tert-butoxide CC(C)(C)[O-].[K+].C=C1CCC2(OCCO2)CC1